methyl (R)-2-(difluoromethyl)-1-[1-hydroxyprop-2-yl]-7-(pyrimidin-5-yl)-1H-benzo[d]imidazol-5-carboxylate FC(C1=NC2=C(N1[C@@H](CO)C)C(=CC(=C2)C(=O)OC)C=2C=NC=NC2)F